N1-(4-amino-1,3-dihydrofuro[3,4-c]pyridin-7-yl)-N2-(benzo[d]thiazol-5-ylmethyl)-N2-(1-(tetrahydro-2H-pyran-4-yl)ethyl)oxalamide NC1=NC=C(C2=C1COC2)NC(C(=O)N(C(C)C2CCOCC2)CC=2C=CC1=C(N=CS1)C2)=O